ClC1=C(C=C(C(=C1)C(F)(F)F)OC)B(O)O [2-chloro-5-methoxy-4-(trifluoromethyl)phenyl]boronic acid